O[C@@H](C)C=1N(C=CN1)CC1=NOC(=C1)C1=CC=C(C=C1)C#CC1CC2(C1)CCN(CC2)C(CNC(OC(C)(C)C)=O)=O (S)-tert-Butyl (2-(2-((4-(3-((2-(1-hydroxyethyl)-1H-imidazol-1-yl)methyl)isoxazol-5-yl)phenyl)ethynyl)-7-azaspiro[3.5]non-7-yl)-2-oxoethyl)carbamate